4-(piperazin-1-yl)-3-(trifluoromethyl)benzene N1(CCNCC1)C1=C(C=CC=C1)C(F)(F)F